1-(1-(m-tolyl)-1H-indazol-6-yl)piperazin-2-one C1(=CC(=CC=C1)N1N=CC2=CC=C(C=C12)N1C(CNCC1)=O)C